BrC=1C=C(C=C(C1)F)N(C1=NC(=NC2=CC=CC(=C12)F)NN)CC(F)F N-(3-bromo-5-fluoro-Phenyl)-N-(2,2-difluoroethyl)-5-fluoro-2-hydrazino-quinazolin-4-amine